C(CCCCCCCCCCCCC#C)O pentadec-14-yn-1-ol